NITRAT [N+](=O)([O-])[O-]